FC=1C=CC(=NC1C)C1=NC2=C(N1C=1C=CC=3N(C1)C(=CN3)C(=O)NCCO)CCC2 6-(2-(5-fluoro-6-methylpyridin-2-yl)-5,6-dihydrocyclopenta[d]imidazol-1(4H)-yl)-N-(2-hydroxyethyl)imidazo[1,2-a]pyridine-3-carboxamide